4-(dimethoxymethyl)-4-fluoropiperidine COC(C1(CCNCC1)F)OC